CC1C(NC(N1)=O)=O 5-methylimidazolidine-2,4-dione